FC1=CC=C(C=C1)C=1C=NC=2N(C1)C=C(N2)COC2=NC=CC=C2 6-(4-fluorophenyl)-2-(pyridin-2-yloxymethyl)imidazo[1,2-a]pyrimidine